C(C)(C)(C)C1=CC(=NC=C1)C=1NC2=CC=C(C=C2C1)S(=O)CC(=O)O 2-((2-(4-(tert-Butyl)pyridin-2-yl)-1H-indol-5-yl)sulfinyl)acetic acid